(S)-4-(4-acryloyl-1-(2-methoxyethyl)piperazin-2-yl)-6-chloro-N-methyl-[2,4'-bipyridine]-2'-carboxamide C(C=C)(=O)N1C[C@@H](N(CC1)CCOC)C1=CC(=NC(=C1)Cl)C1=CC(=NC=C1)C(=O)NC